(1S,2R,6R)-2-fluoro-6-[4-(propan-2-yl)piperazin-1-yl]Cyclohexane F[C@H]1C[C@@H](CCC1)N1CCN(CC1)C(C)C